N1(C=NC=C1)CCCN(CCC[Si](OC)(C)C)CCC[Si](OC)(C)C N-(3-(1H-imidazol-1-yl)propyl)-3-(dimethylmethoxysilyl)-N-(3-(dimethylmethoxysilyl)propyl)propan-1-amine